FC=C1C[C@@H]2[C@@H](CN(C2)C(=O)OC(C)(C)C)C1 tert-Butyl (3aR,6aS)-5-(fluoromethylene)hexahydrocyclopenta[c]pyrrole-2(1H)-carboxylate